ClC1=CC(=C(C=N1)NC(=O)C1(CN(C1)CCCC(C(=O)OCC)(C)C)C1=C(C=CC=C1)C(C)C)OCC ethyl 5-(3-((6-chloro-4-ethoxypyridin-3-yl) carbamoyl)-3-(2-isopropylphenyl) azetidin-1-yl)-2,2-dimethylvalerate